4-iodo-2H-spiro[benzofuran-3,1'-cyclopropane]-7-amine IC1=CC=C(C2=C1C1(CC1)CO2)N